C(C)(=O)ON=C(C(=O)C1=CC=C(C=C1)SC1=CC=CC=C1)CC1CCCCC1 1-[4-(phenylthio)phenyl]-3-cyclohexyl-propane-1,2-dione-2-(O-acetyloxime)